Glyceryl mono-vaccenate C(CCCCCCCCC\C=C\CCCCCC)(=O)OCC(O)CO